COC(\C(=C\OC)\C1=C(C=CC=C1)OC1=CC=CC=C1)=O.OC=1C=C(C(=O)NC(C)C=2C=NC(=NC2)C(F)(F)F)C=C(C1)C=1SC(=CN1)C 3-hydroxy-5-(5-methylthiazol-2-yl)-N-(1-(2-(trifluoromethyl)pyrimidin-5-yl)ethyl)benzamide methyl-(E)-2-[2-phenoxyphenyl]-3-methoxyacrylate